CN1C(NC2=CC=C(C=C2C1)N=S(=O)(C1=CC=CC=C1)N1CCCCC1)=O N-(3-Methyl-2-oxo-1,2,3,4-Tetrahydroquinazolin-6-Yl-S-Phenylsulfonimidoyl)Piperidine